2-(2-(1H-pyrazol-1-yl)acetamido)-1-(4-((tert-butyldiphenylsilyl)oxy)phenethyl)-7-methoxy-1H-benzo[d]imidazole-5-carboxamide N1(N=CC=C1)CC(=O)NC1=NC2=C(N1CCC1=CC=C(C=C1)O[Si](C1=CC=CC=C1)(C1=CC=CC=C1)C(C)(C)C)C(=CC(=C2)C(=O)N)OC